oleic acid vinyl ester C(=C)OC(CCCCCCC\C=C/CCCCCCCC)=O